C1=CC=CC=2C3=CC=CC=C3C(C12)COC(=O)N[C@H](C(=O)O)CC(=O)OC(C)(C)C (S)-2-((((9H-fluoren-9-yl)methoxy)carbonyl)amino)-4-(tert-butoxy)-4-oxobutyric acid